4-acetoxy-α,α-dideutero-N,N-dimethyltryptamine C(C)(=O)OC=1C=CC=C2NC=C(CC(N(C)C)([2H])[2H])C12